4-{5-[(1-acetylpiperidin-3-yl)amino]-[1,2,4]triazolo[1,5-a]pyrimidin-7-yl}benzonitrile C(C)(=O)N1CC(CCC1)NC1=NC=2N(C(=C1)C1=CC=C(C#N)C=C1)N=CN2